CC(CCCNC(=O)C=1C(=NC(=CC1C)N1[C@@H](COCC1)C)C(CC)C)(C)C N-(4,4-Dimethyl-pentyl)-4-methyl-6-[(3R)-3-methyl-morpholin-4-yl]-2-(1-methyl-propyl)-pyridine-3-carboxylic acid amide